6'-(((1S,3S)-3-((5-(Methylthio)pyrazin-2-yl)amino)cyclopentyl)amino)-2H-[1,3'-bipyridin]-2-one CSC=1N=CC(=NC1)N[C@@H]1C[C@H](CC1)NC1=CC=C(C=N1)N1C(C=CC=C1)=O